CC1N(C1)CCC(=O)O.CC1N(C1)CCC(=O)O.CC1N(C1)CCC(=O)O.C(O)C(CC)(CO)CO Trimethylolpropane tris[3-(2-methylaziridinyl) propionate]